5-chloro-6-(1,4-diazepan-1-yl)-1-(tetrahydro-2H-pyran-2-yl)-1H-indazole ClC=1C=C2C=NN(C2=CC1N1CCNCCC1)C1OCCCC1